ClC1=C(C=C(C=C1)C(F)(F)F)O 4-chloro-3-hydroxybenzotrifluoride